(S)-2-((4-((2-hydroxy-1-phenylethyl)amino)-5-(3-morpholino-1,2,4-oxadiazol-5-yl)pyrimidin-2-yl)amino)-7,7-dimethyl-6,7-dihydro-5H-pyrrolo[3,4-b]pyridin-5-one OC[C@H](C1=CC=CC=C1)NC1=NC(=NC=C1C1=NC(=NO1)N1CCOCC1)NC1=CC=C2C(=N1)C(NC2=O)(C)C